F[B-](F)(F)F.C(C)N1CN(C=C1)C 1-ethyl-3-methylimidazole tetrafluoroborate